scandium aluminum oxide [O-2].[Al+3].[Sc+3].[O-2].[O-2]